4-Chloro-1-(2-cyclopropoxyethyl)-3-iodo-1H-pyrrolo[3,2-c]pyridine ClC1=NC=CC2=C1C(=CN2CCOC2CC2)I